OC1=C(CCC(=O)O)C=CC(=C1)O 2,4-dihydroxyhydrocinnamic acid